N1CC(C1)CN1CCN(CC1)C(=O)OC(C)(C)C tert-butyl 4-(azetidin-3-ylmethyl)piperazine-1-carboxylate